6-(4-Chlorophenyl)-8-(1-methyl-1H-pyrazol-4-yl)-[1,2,4]triazolo[1,5-a]pyrazine ClC1=CC=C(C=C1)C=1N=C(C=2N(C1)N=CN2)C=2C=NN(C2)C